perfluorononanecarboxylic acid FC(C(C(C(C(C(C(C(C(F)(F)F)(F)F)(F)F)(F)F)(F)F)(F)F)(F)F)(F)F)(C(=O)O)F